C(C)(C)(C)OC(=O)N1[C@@H](CN(CC1)C1CC(C1)OC(F)F)COC(F)F (S)-4-(3-(difluoromethoxy)cyclobutyl)-2-((difluoromethoxy)methyl)piperazine-1-carboxylic acid tert-butyl ester